ClC1=NC=C(C(=N1)C=1C=C(C=2N(C1)C(=C(N2)C)C(=C)C)F)F 6-(2-Chloro-5-fluoropyrimidin-4-yl)-8-fluoro-2-methyl-3-(prop-1-en-2-yl)imidazo[1,2-a]pyridine